(1-((1H-indol-3-yl)methyl)-6,7-dimethoxy-3,4-dihydroisoquinolin-2(1H)-yl)(pyridin-4-yl)-methanone N1C=C(C2=CC=CC=C12)CC1N(CCC2=CC(=C(C=C12)OC)OC)C(=O)C1=CC=NC=C1